ClC1=C2C(=C(NC2=CC=C1F)C(=O)N1C[C@H]2N(CC1)COC2)F (R)-7-(4-chloro-3,5-difluoro-1H-indole-2-carbonyl)hexahydro-3H-oxazolo[3,4-a]pyrazin